1,3,3,5-tetramethyl-8-[[(1R)-1-[3-(1,1-difluoro-2-hydroxy-ethyl)-2-methyl-phenyl]ethyl]amino]pyrrolo[2,3-g]phthalazin-2-one CN1C(C(C=2C1=CC=1C(=NN=C(C1C2)C)N[C@H](C)C2=C(C(=CC=C2)C(CO)(F)F)C)(C)C)=O